5-(4-((7-ethyl-6-oxo-5,6-dihydro-1,5-naphthyridin-3-yl)methyl)piperazin-1-yl)-N-((1R,3R)-3-hydroxycyclobutyl)picolinamide C(C)C=1C(NC=2C=C(C=NC2C1)CN1CCN(CC1)C=1C=CC(=NC1)C(=O)NC1CC(C1)O)=O